N1CC(C1)NC=1C(=C(N=NC1C(F)(F)F)OC1=C(C=C(C=C1)F)C)C(=O)NC1=CC(=CC=C1)[S@](=O)(=N)C (S)-5-(azetidin-3-ylamino)-3-(4-fluoro-2-methylphenoxy)-N-(3-(S-methylsulfonimidoyl)phenyl)-6-(trifluoromethyl)pyridazine-4-carboxamide